FC=1C=C(C=CC1)N1C2C(CCC1)NCC2 4-(3-fluorophenyl)octahydro-1H-pyrrolo[3,2-b]pyridine